CN1C(NC(C=2N(C(=NC12)N1C[C@@H](CCC1)N)CC#CC)=O)=O 3-methyl-7-(2-butyn-1-yl)-8-((R)-3-amino-piperidin-1-yl)-xanthine